IC1=CC(=C(C=C1OC([2H])([2H])[2H])CC(C)N)OC([2H])([2H])[2H] 1-(4-iodo-2,5-bis(methoxy-d3)phenyl)propan-2-amine